FC=1C(=CC2=C(C(NC=3CN(C[C@@H](C23)N(C(=O)C2=CC3=C(N2)C=CS3)C)C(=O)OC(C)(C)C)=O)C1)F |r| Racemic-tert-butyl 8,9-difluoro-1-(N-methyl-4H-thieno[3,2-b]pyrrole-5-carboxamido)-6-oxo-1,4,5,6-tetrahydrobenzo[c][1,7]naphthyridine-3(2H)-carboxylate